OC1=CC=C2C(C=C(OC2=C1)C1=CC=C(C=C1)OC1=CC=CC=C1)=O 7-hydroxy-2-(4-phenoxyphenyl)-4H-chromen-4-one